C(C)OC(=O)C=1N(N=CC1C(=O)N1CCC2=CC(=CC=C12)S(=O)(=O)N1CCN(CC1)C1=NC(=CC(=C1)C(F)(F)F)Cl)C 4-[5-[4-[6-chloro-4-(trifluoromethyl)-2-pyridinyl]piperazin-1-yl]sulfonylindoline-1-carbonyl]-2-methyl-pyrazole-3-carboxylic acid ethyl ester